BrC=1C(=C(C=C(C1)C(=O)OC)C1=CC(=NC=C1)N1CCN(CC1)C(=O)OCCCC)O butyl 4-(4-(3-bromo-2-hydroxy-5-(methoxycarbonyl)phenyl)pyridin-2-yl)piperazine-1-carboxylate